isooctylphosphate-triethanolamine N(CCO)(CCO)CCO.C(CCCCC(C)C)OP(=O)(O)O